FC1(C(C(C(C2(C3(C(C(C(C(C3(C(C(C12F)(F)F)(F)F)F)(F)F)(F)F)(F)F)(F)F)F)F)(F)F)(F)F)(F)F)F perfluoro(tetradecahydrophenanthrene)